2-bromo-8-(isopropylamino)imidazo[1,2-b]pyridazine-7-carbonitrile BrC=1N=C2N(N=CC(=C2NC(C)C)C#N)C1